BrC=1C=NC=C(C1NC1CC1)[N+](=O)[O-] 3-bromo-N-cyclopropyl-5-nitro-pyridin-4-amine